tert-butyl (1R,4R)-5-(glycylglycyl-L-phenylalanylglycyl)-2,5-diazabicyclo[2.2.2]octane-2-carboxylate NCC(=O)NCC(=O)N[C@@H](CC1=CC=CC=C1)C(=O)NCC(=O)N1[C@H]2CN([C@@H](C1)CC2)C(=O)OC(C)(C)C